2,2,3-trimethylcyclobutanone CC1(C(CC1C)=O)C